Bis(morpholino)ethan O1CCN(CC1)C(C)N1CCOCC1